4-(2,4-dichlorophenyl)-1H-pyrrole-2-carboxylic acid ClC1=C(C=CC(=C1)Cl)C=1C=C(NC1)C(=O)O